N1(CC2(C3=CC=CC=C13)CCCC2)S(=O)(=O)C2=CC=C(C=C2)S(=O)(=O)N(C)C 4-({1',2'-dihydrospiro[cyclopentane-1,3'-indol]-1'-yl}sulfonyl)-N,N-dimethyl-benzene-1-sulfonamide